NC1=NC=2C=C(C=CC2C2=C1[C@H](OC2)C)CN(C(=O)C=2C=NC(=CC2)C2CC2)C2=CC=CC=1CCS(C12)(=O)=O N-{[(3R)-4-amino-3-methyl-1H,3H-furo[3,4-c]quinolin-7-yl]methyl}-6-cyclopropyl-N-(1,1-dioxo-2,3-dihydro-1λ6-benzothiophen-7-yl)pyridine-3-carboxamide